CN1N=CC=2C1=NC(=CC2N2CC1=C(CC2)N(N=C1C)CC12OCC(CC1)(CC2)N2CCCC2)C 5-(1,6-dimethyl-1H-pyrazolo[3,4-b]pyridin-4-yl)-3-methyl-1-((4-(pyrrolidin-1-yl)-2-oxabicyclo[2.2.2]octan-1-yl)methyl)-4,5,6,7-tetrahydro-1H-pyrazolo[4,3-c]pyridine